3-(6-(4-fluoro-6-methylisoindoline-2-carbonyl)benzo[d]oxazol-2-yl)piperidine-2,6-dione FC1=C2CN(CC2=CC(=C1)C)C(=O)C1=CC2=C(N=C(O2)C2C(NC(CC2)=O)=O)C=C1